1-(5-carboxypentyl)-3,3-dimethyl-2-((E)-2-((E)-3-(2-((E)-1,3,3-trimethylindolin-2-ylidene)ethylidene)cyclohex-1-en-1-yl)vinyl)-3H-indol-1-ium C(=O)(O)CCCCC[N+]1=C(C(C2=CC=CC=C12)(C)C)\C=C\C1=C/C(/CCC1)=C/C=C\1/N(C2=CC=CC=C2C1(C)C)C